2-oxa-7-azaspiro[3.5]nonan C1OCC12CCNCC2